(2S)-N-[(2R)-2-Cyclohexyl-2-phenyl-ethyl]-7-(imidazo[1,2-a]pyridin-6-ylmethoxy)-N-(2-oxo-2-pyrrolidin-1-yl-ethyl)chromane-2-carboxamide C1(CCCCC1)[C@@H](CN(C(=O)[C@H]1OC2=CC(=CC=C2CC1)OCC=1C=CC=2N(C1)C=CN2)CC(N2CCCC2)=O)C2=CC=CC=C2